O[C@H]1[C@@H]2[C@H](CN(C1)C(=O)OCC1C3=CC=CC=C3C=3C=CC=CC13)OC(O2)(C)C 9H-fluoren-9-ylmethyl (3aS,7R,7aR)-7-hydroxy-2,2-dimethyl-4,6,7,7a-tetrahydro-3aH-[1,3]dioxolo[4,5-c]pyridine-5-carboxylate